3-(6-(3-methoxy-4-(pyridin-2-yloxy)phenyl)quinazolin-8-yl)pyrrolidin COC=1C=C(C=CC1OC1=NC=CC=C1)C=1C=C2C=NC=NC2=C(C1)C1CNCC1